7-(chloromethyl)-6-fluoro-3,5-dihydrofuro[3,2-c]quinolin-4(2H)-one ClCC=1C=CC=2C3=C(C(NC2C1F)=O)CCO3